N-(4-Amino-2-tetrahydropyran-2-yl-pyrazolo[4,3-c]pyridin-7-yl)-2-oxo-2-[rac-(2R,5S)-5-methyl-2-(3-thienyl)-1-piperidyl]acetamide NC1=NC=C(C=2C1=CN(N2)C2OCCCC2)NC(C(N2[C@H](CC[C@@H](C2)C)C2=CSC=C2)=O)=O |r|